O=C1N(C(C2=CC=CC=C12)=O)CCCCCCCCCCCN(C(=O)[C@@H]1CN(CCC1)C1=CN=CC2=CC=CC=C12)C=1C=CC(N(C1)CC(=O)OCC)=O 1-Ethyl (S)-2-(5-(N-(11-(1,3-dioxoisoindolin-2-yl) undecyl)-1-(isoquinolin-4-yl) piperidine-3-carboxamido)-2-oxopyridin-1(2H)-yl)acetate